3-(2-(dimethyl-amino)ethyl)-1H-indol-4-yl (9Z,12Z)-octadeca-9,12-dienoate C(CCCCCCC\C=C/C\C=C/CCCCC)(=O)OC1=C2C(=CNC2=CC=C1)CCN(C)C